COC1=CC=C(CN(C=2N=C(C=C3C=C(N=CC23)NC(=O)[C@H]2[C@H](C2)F)N2C(CCC2)CC)CC2=CC=C(C=C2)OC)C=C1 (1S,2S)-N-(8-(bis(4-methoxybenzyl)amino)-6-(2-ethylpyrrolidin-1-yl)-2,7-Naphthyridin-3-yl)-2-fluorocyclopropanecarboxamide